oxyoxide O=O